BrC1=CC=C(C=C1)N1CCC(CC1)COCC1CCNCC1 1-(4-bromophenyl)-4-(4-piperidylmethoxymethyl)piperidine